BrC1=CNC2=C(C=C(C=C12)Cl)N1C(CN(CC1)C)=O 1-(3-Bromo-5-chloro-1H-indol-7-yl)-4-methylpiperazin-2-one